bithiophene-5,5-diformaldehyde S1C(=CCC1(C=O)C=O)C=1SC=CC1